dimethyl 2-methyl-[1,1'-biphenyl]-4,4'-dicarboxylate CC1=C(C=CC(=C1)C(=O)OC)C1=CC=C(C=C1)C(=O)OC